BrC1C(OC2=C(C1=O)C=C(C=C2)C2=NC(=NO2)C2=CC=NC=C2)(CO)CO 3-bromo-2,2-bis(hydroxy-methyl)-6-[3-(pyridin-4-yl)-1,2,4-oxadiazol-5-yl]-3,4-dihydro-2H-1-benzopyran-4-one